BrC1=CC=C2C=3C=C4C(=CC3N(C2=C1)C1=CC=CC=C1)C=CC=C4 3-bromo-5-phenyl-5H-benzo[b]carbazole